2-([1,2,4]triazolo[1,5-a]pyrimidin-6-yl)ethan-1-amine N1=CN=C2N1C=C(C=N2)CCN